(R)-5-chloro-4-methoxy-N-(pyrrolidin-3-yl)pyrimidin-2-amine hydrochloride Cl.ClC=1C(=NC(=NC1)N[C@H]1CNCC1)OC